C(#N)C=1C(=NC=CC1)OC1CC2(CC(C2)NC(OCC2=CC=CC=C2)=O)C1 benzyl ((2S,4s,6S)-6-((3-cyanopyridin-2-yl)oxy)spiro[3.3]heptan-2-yl)carbamate